O=C1C2C3OC(C(C3O1)OC(C(=C)C)=O)C2.N2C(C(C1=C2C=CN1)=O)=O pyrrolopyrrolinequinone 5-oxo-hexahydro-2,6-methylenefuro[3,2-B]furan-3-yl-methacrylate